OC1=CC=C(C=C1)S(=O)(=O)C1=CC=C(C=C1)O bis-(4-hydroxyphenyl) sulfone